9-(1-((6-chloro-2'-methyl-[2,4'-bipyridyl]-3-yl)amino)ethyl)-4-(2,2-difluoroethyl)-3-ethyl-7-methyl-3,4-dihydro-5H-pyrazolo[3,4-c]isoquinolin-5-one ClC1=CC=C(C(=N1)C1=CC(=NC=C1)C)NC(C)C=1C=2C3=C(N(C(C2C=C(C1)C)=O)CC(F)F)N(N=C3)CC